3-((4-(6-chloro-1-(piperidin-4-yl)-1,2,3,4-tetrahydroquinolin-8-yl)pyrrolo[2,1-f][1,2,4]triazin-6-yl)methyl)-6,6-dimethyl-3-azabicyclo[3.1.0]hexane-2,4-dione hydrochloride Cl.ClC=1C=C2CCCN(C2=C(C1)C1=NC=NN2C1=CC(=C2)CN2C(C1C(C1C2=O)(C)C)=O)C2CCNCC2